calcium citrate salt C(CC(O)(C(=O)[O-])CC(=O)[O-])(=O)[O-].[Ca+2].C(CC(O)(C(=O)[O-])CC(=O)[O-])(=O)[O-].[Ca+2].[Ca+2]